O=C1NC=CC2=C(C=CC=C12)N1N=CC(=C1C(F)(F)F)C(=O)N 1-(1-oxo-1,2-dihydroisoquinolin-5-yl)-5-(trifluoromethyl)-1H-pyrazole-4-carboxamide